O=C1CC(CN1C1=CC=C(C=C1)C)C(=O)NC=1SC(=CN1)C(F)(F)F 5-oxo-1-(p-tolyl)-N-(5-(trifluoromethyl)thiazol-2-yl)pyrrolidine-3-carboxamide